OC=1C=C(C=C(C1OC)O)[C@@H]1OC2=CC(=CC(=C2CC1)O)O (2R,3R)-2-(3,5-dihydroxy-4-methoxyphenyl)-5,7-dihydroxychroman